C1(CC1)C1=C(C=C(C(=C1)CN1CCC2(CN(C(O2)=O)C2=CC=C(C=C2)S(=O)(=O)Cl)CC1)OCC)C1=CC=C(C=C1)F 4-(8-((2-cyclopropyl-5-ethoxy-4'-fluoro-[1,1'-biphenyl]-4-yl)methyl)-2-oxo-1-oxa-3,8-diazaspiro[4.5]decan-3-yl)benzene-1-sulfonyl chloride